COC(=O)C1=COC=C1NCCCBr 4-((3-bromopropyl)amino)furan-3-carboxylic acid methyl ester